N-(1-(4-(2-(2-aminopyridin-3-yl)-3H-imidazo[4,5-b]pyridin-3-yl)benzyl)piperidin-4-yl)-2-cyanoisonicotinamide NC1=NC=CC=C1C1=NC=2C(=NC=CC2)N1C1=CC=C(CN2CCC(CC2)NC(C2=CC(=NC=C2)C#N)=O)C=C1